COCCCOC1=CC=C(C=N1)C=O 6-(3-Methoxypropoxy)pyridine-3-carbaldehyde